FC1=CC=CC(=N1)C1=CC=C(CC=2N=C(N3C2C(N(C=C3)C)=O)CC(F)(F)F)C=C1 (4-(6-fluoropyridin-2-yl)benzyl)-7-methyl-3-(2,2,2-trifluoroethyl)imidazo[1,5-a]pyrazin-8(7H)-one